OCCCOC1=CC=C2C=CC(OC2=C1)=O 7-(3-hydroxypropoxy)coumarin